3-(5-(3-Cyano-6-(2-hydroxy-2-methylpropyloxy)pyrazolo[1,5-a]pyridin-4-yl)pyridin-2-yl)-3,6-diazabicyclo[3.1.1]heptane-6-carboxylic acid isobutyl ester C(C(C)C)OC(=O)N1C2CN(CC1C2)C2=NC=C(C=C2)C=2C=1N(C=C(C2)OCC(C)(C)O)N=CC1C#N